N-(2-((2-(3-methoxyphenoxy)phenyl)amino)-2-oxoethyl)-3-(naphthalen-1-yl)propanamide COC=1C=C(OC2=C(C=CC=C2)NC(CNC(CCC2=CC=CC3=CC=CC=C23)=O)=O)C=CC1